(Z)-N-(2,2-diphenylethyl)-N'-phenylfuran-2-carboximidamide C1(=CC=CC=C1)C(CN\C(=N/C1=CC=CC=C1)\C=1OC=CC1)C1=CC=CC=C1